BrC=1SC(=C(N1)C=1C(=C(C=CC1)C=1C(=C(C(=CC1)F)S(=O)(=O)N)F)F)C1=NC(=NC=C1)SC (3-(2-bromo-5-(2-(methylthio)pyrimidin-4-yl)thiazol-4-yl)-2-fluorophenyl)-2,6-difluorobenzene-sulfonamide